N-cyclopentyl-3,5-bis-(3-methylbutylamino)-benzamide C1(CCCC1)NC(C1=CC(=CC(=C1)NCCC(C)C)NCCC(C)C)=O